OCC1CCC2(CCN(CC2)C(=O)OC(C)(C)C)CC1 tert-butyl 9-(hydroxymethyl)-3-azaspiro[5.5]undecane-3-carboxylate